2-chloro-6-bromo-1-naphthol ClC1=C(C2=CC=C(C=C2C=C1)Br)O